dimethyl (2S,4R)-2-((tert-butoxycarbonyl)amino)-4-hydroxypentanedioate C(C)(C)(C)OC(=O)N[C@H](C(=O)OC)C[C@H](C(=O)OC)O